methyl 2'-cyclopropyl-5'-methoxy-6-methyl-(4,4'-bipyridine)-3-carboxylate C1(CC1)C1=NC=C(C(=C1)C1=C(C=NC(=C1)C)C(=O)OC)OC